N-(4-((3-fluorobenzyl)oxy)-2-nitrophenyl)acetamide FC=1C=C(COC2=CC(=C(C=C2)NC(C)=O)[N+](=O)[O-])C=CC1